C(C1=CC=CC=C1)SC1=CN=C(C=2N1C=CN2)CCCCCCC 5-(benzylthio)-8-heptylimidazo[1,2-a]pyrazine